2,2-dimethoxyacetic anhydride COC(C(=O)OC(C(OC)OC)=O)OC